2,5-dimethoxycarbazole COC1=CC=2NC3=CC=CC(=C3C2C=C1)OC